ClC1=C(C=CC2=C1C(=N[C@H](C=1N2N=C(N1)NC(=O)NC1CC1)C)C1=NC=CC=C1F)C(F)(F)F 1-[(4S)-7-chloro-6-(3-fluoro-2-pyridinyl)-4-methyl-8-(trifluoromethyl)-4H-[1,2,4]triazolo[1,5-a][1,4]benzodiazepine-2-Yl]-3-cyclopropyl-urea